C(C1=CC=CC=C1)OC1=CC=C2CCN(CC2=C1)CCC (S)-7-benzyloxy-2-propyl-1,2,3,4-tetrahydroisoquinoline